N-[5-[[2-(3-isopropoxyazetidin-1-yl)acetyl]amino]-2-methyl-3-pyridyl]-6-(1-methylpyrazol-4-yl)triazolo[1,5-a]pyridine-3-carboxamide C(C)(C)OC1CN(C1)CC(=O)NC=1C=C(C(=NC1)C)NC(=O)C=1N=NN2C1C=CC(=C2)C=2C=NN(C2)C